(((hydroxyphosphoryl) bis(oxy)) bis(ethane-2,1-diyl)) bis(2,2-dimethylthiopropionate) CC(C(=S)OCCOP(=O)(O)OCCOC(C(C)(C)C)=S)(C)C